5,5-dimethyl-1-((2-methyl-2,3-dihydro-1H-pyrrolo[2,3-b]pyridin-4-yl)methyl)-3-(4-(1-(trifluoromethyl)cyclopropyl)phenyl)imidazolidine-2,4-dione CC1(C(N(C(N1CC1=C2C(=NC=C1)NC(C2)C)=O)C2=CC=C(C=C2)C2(CC2)C(F)(F)F)=O)C